(R)-1-(7-(8-ethyl-7-fluoro-3-hydroxynaphthalen-1-yl)-2-((hexahydro-1H-pyrrolizin-7a-yl)methoxy)-5,6,7,8-tetrahydropyrido[3,4-d]pyrimidin-4-yl)-3-methylpiperidin-3-ol C(C)C=1C(=CC=C2C=C(C=C(C12)N1CC=2N=C(N=C(C2CC1)N1C[C@@](CCC1)(O)C)OCC12CCCN2CCC1)O)F